C(C)N1N=C2N=C(C=NC2=C1)N[C@@H](C)C=1C=C(C=CC1)NC(C1=CC(=C(C=C1)CN1CC(N(CC1)C)=O)C)=O (S)-N-(3-(1-((2-ethyl-2H-pyrazolo[3,4-b]pyrazin-6-yl)amino)ethyl)phenyl)-3-methyl-4-((4-methyl-3-oxopiperazin-1-yl)methyl)benzamide